9H-pyrido[3,4-b]indole-1-carboxylic acid C1(=NC=CC2=C1NC1=CC=CC=C21)C(=O)O